C(C)(C)(C)OC(=O)N1CCN(CC1)CC=1OC2=C(N1)C=C(C=C2)Br.COC=2C=C(C=CC2)S(=O)(=O)NC2=CC=C(C=C2)NC2=CC(OC1=C2C=C(C=C1)[N+](=O)[O-])=O 3-methoxy-N-(4-((6-nitro-2-oxo-2H-benzopyran-4-yl)amino)phenyl)benzenesulfonamide tert-butyl-4-[(5-bromo-1,3-benzoxazol-2-yl)methyl]piperazine-1-carboxylate